C1(=CC=CC=C1)C(=O)NCC(=O)Cl 2-(phenylformamido)acetyl chloride